(trans)-isoindol-1-one C1(N=CC2=CC=CC=C12)=O